4-methoxy-3-(pyrimidin-2-yl)phenol COC1=C(C=C(C=C1)O)C1=NC=CC=N1